C(C)(C)(C)OC(=O)N1CCC(CC1)SC1=CC=C(C=C1)C=O 4-((4-Formylphenyl)thio)piperidine-1-carboxylic acid tert-butyl ester